3-iodo-7-(1-methylazetidin-3-yl)imidazo[1,2-a]pyridine IC1=CN=C2N1C=CC(=C2)C2CN(C2)C